C(N)(=O)C1=CC=C(C(=C1C1=CC(=CC=C1Cl)C(CNC1CCC(CC1)NC(OC(C)(C)C)=O)C1=CC=CC=C1)F)OCC(=O)N(C)C tert-Butyl ((1r,4r)-4-((2-(6'-carbamoyl-6-chloro-3'-(2-(dimethylamino)-2-oxoethoxy)-2'-fluoro-[1,1'-biphenyl]-3-yl)-2-phenylethyl)amino)cyclohexyl)carbamate